3-chloro-N-{(1R)-1-[1-(5-cyanopyridin-2-yl)-1H-1,2,4-triazol-5-yl]ethyl}-5-(trifluoromethyl)phenylthiocarboxamide ClC=1C=C(C=C(C1)C(F)(F)F)C(=S)N[C@H](C)C1=NC=NN1C1=NC=C(C=C1)C#N